C(C)(C)(C)OC(=O)N1CCC(CC1)OC1CC(C1)N1C[C@@H](N([C@@H](C1)C)C1=CC(=C(C=C1)C(=O)OC)C=O)C 4-[3-[(3s,5r)-4-(3-formyl-4-methoxycarbonyl-phenyl)-3,5-dimethyl-piperazin-1-yl]cyclobutoxy]piperidine-1-carboxylic acid tert-butyl ester